ClC=1C=CC(=C(C1)C1=CC(N(C=C1OC)C(C(=O)O)CCOC)=O)C=1OC(=NN1)C(F)(F)F 2-[4-{5-chloro-2-[5-(trifluoromethyl)-1,3,4-oxadiazol-2-yl]phenyl}-5-methoxy-2-oxopyridin-1(2H)-yl]-4-methoxybutyric acid